(±)-N-((RS)-1-(2-bromo-5-(trifluoromethyl)phenyl)ethyl)-2-methylpropane-2-sulfinamide BrC1=C(C=C(C=C1)C(F)(F)F)[C@@H](C)N[S@](=O)C(C)(C)C |r|